C1(CC1)COC1=CC=C(CNC(N(CC2CN(C2)C)CC2=CC=C(C=C2)F)=O)C=C1 3-(4-(cyclopropylmethoxy)benzyl)-1-(4-fluorobenzyl)-1-((1-methylazetidin-3-yl)methyl)urea